tert-butyl 2-((2-(4-(2-((6-(5-(((cyclohexyloxy)carbonyl)amino)-6-methylpyridin-3-yl)benzo[d]thiazol-2-yl)amino)-2-oxoethyl)piperazin-1-yl)pyrimidin-5-yl)oxy)acetate C1(CCCCC1)OC(=O)NC=1C=C(C=NC1C)C1=CC2=C(N=C(S2)NC(CN2CCN(CC2)C2=NC=C(C=N2)OCC(=O)OC(C)(C)C)=O)C=C1